2-(4-(5-chloro-2-propionylphenyl)-5-methoxy-2-oxopyridin-1(2H)-yl)-3-(1-cyclopropyl-1H-pyrazol-3-yl)propionic acid tert-butyl ester C(C)(C)(C)OC(C(CC1=NN(C=C1)C1CC1)N1C(C=C(C(=C1)OC)C1=C(C=CC(=C1)Cl)C(CC)=O)=O)=O